{1-[1-(2,6-Dioxo-1-{[2-(trimethylsilyl)ethoxy]methyl}piperidin-3-yl)-3-methyl-2-oxo-1,3-benzodiazol-4-yl]piperidin-4-yl}methyl methanesulfonate CS(=O)(=O)OCC1CCN(CC1)C1=CC=CC=2N(C(N(C21)C)=O)C2C(N(C(CC2)=O)COCC[Si](C)(C)C)=O